6-(2,2,2-trifluoro-1-(methylamino)ethyl)pyridazin-3-amine FC(C(NC)C1=CC=C(N=N1)N)(F)F